NC1=NC=CC2=C(C=CC=C12)C=1C=C2C(=NNC2=C(C1)CN)COC1=C(C=CC=C1)CC(=O)O 2-(2-((5-(1-aminoisoquinolin-5-yl)-7-(aminomethyl)-1H-indazol-3-yl)methoxy)phenyl)acetic acid